4-bromo-5-methylthiazol BrC=1N=CSC1C